N1N=CC2=CC(=CC=C12)NC1=NC(=NC=C1)C=1C=C2CN(C(C2=CC1)=O)CC(=O)NC(C)C 2-(5-(4-((1H-indazol-5-yl)amino)pyrimidin-2-yl)-1-oxoisoindolin-2-yl)-N-isopropylacetamide